C1(CCCC1)NC=1C2=C(N=C(N1)C(C)=O)CCCN2 1-[4-(cyclopentylamino)-5,6,7,8-tetrahydropyrido[3,2-d]pyrimidin-2-yl]ethanone